3-bromo-2-chloro-4-fluoropyridine BrC=1C(=NC=CC1F)Cl